C1(=CC=CC=C1)NC[C@H]1OC[C@@H]([C@H]([C@H]1O)O)NC1=NC(=CN=C1)C(F)(F)F (2R,3R,4R,5S)-2-((phenylamino)methyl)-5-((6-(trifluoromethyl)pyrazin-2-yl)amino)tetrahydro-2H-pyran-3,4-diol